The molecule is an alpha-D-glucoside that is beta-D-glucopyranose in which the anomeric hydroxy hydrogen is replaced by a 4-nitrophenyl group. It has a role as a chromogenic compound. It is a member of nitrobenzenes, a monosaccharide derivative and an alpha-D-glucoside. It derives from a 4-nitrophenol. C1=CC(=CC=C1[N+](=O)[O-])O[C@@H]2[C@@H]([C@H]([C@@H]([C@H](O2)CO)O)O)O